COC[C@H](NC1=CC=C2C(=CC(OC2=C1)=O)C1=C(C=CC=C1)C)C(=O)O O-methyl-N-(2-oxo-4-(o-tolyl)-2H-chromen-7-yl)serine